[(3R,3'R)-3'-hydroxy-1,4-dihydro-1'H,2H-spiro[isoquinoline-3,4'-piperidin]-1'-yl](1H-pyrrolo[2,3-d]pyrimidin-5-yl)methanone O[C@@H]1CN(CC[C@@]12NCC1=CC=CC=C1C2)C(=O)C2=CN=C1NC=NC=C12